(S)-1-benzyl-3-hydroxypiperidine C(C1=CC=CC=C1)N1C[C@H](CCC1)O